(Z)-1-(3-(1-(4-amino-2-fluorobut-2-en-1-yl)-6-(trifluoromethyl)-1H-benzo[d]imidazole-4-yl)-4-fluorophenyl)ethan-1-one NC\C=C(\CN1C=NC2=C1C=C(C=C2C=2C=C(C=CC2F)C(C)=O)C(F)(F)F)/F